racemic-8-fluoro-1-(methylamino)-1,2,4,5-tetrahydropyrano[3,4-c]isoquinolin-6-one FC=1C=CC=2C3=C(NC(C2C1)=O)COC[C@@H]3NC |r|